C(CCCCC(CCCC)C(=O)[O-])C(=O)[O-].[NH4+].[NH4+] diammonium 1,6-decanedicarboxylate salt